3-(5-(9-(4-amino-3-methoxybenzoyl)-3,9-diazaspiro[5.5]undecan-3-yl)-1-oxoisoindolin-2-yl)piperidine-2,6-dione NC1=C(C=C(C(=O)N2CCC3(CCN(CC3)C=3C=C4CN(C(C4=CC3)=O)C3C(NC(CC3)=O)=O)CC2)C=C1)OC